glycerol diacetyl-acetate C(C)(=O)C(C(=O)OCC(O)CO)C(C)=O